4-[5-bromo-2-[4-(trifluoromethoxy)phenyl]-1,2,4-triazol-3-yl]morpholine methyl-2-(2-(2-chloroethoxy)ethoxy)acetate COC(COCCOCCCl)=O.BrC=1N=C(N(N1)C1=CC=C(C=C1)OC(F)(F)F)N1CCOCC1